(3S,4R)-4-((5-chloro-4-(3-((S)-1-methylpiperidin-3-yl)-1,2,4-thiadiazol-5-yl)pyridin-2-yl)amino)tetrahydro-2H-pyran-3-ol ClC=1C(=CC(=NC1)N[C@H]1[C@@H](COCC1)O)C1=NC(=NS1)[C@@H]1CN(CCC1)C